C[N+](CCO)(C)C N,N,N-trimethyl-N-(2-hydroxyethyl)ammonium